ethyl 4-azido-3-(tert-butoxycarbonylamino)cyclohexanecarboxylate N(=[N+]=[N-])C1C(CC(CC1)C(=O)OCC)NC(=O)OC(C)(C)C